(S)-3-(4-amino-6-(cyclopropyl(methyl-d3)amino)pyrido[3,4-d]pyrimidin-8-yl)-2,4-dimethylphenol NC=1C2=C(N=CN1)C(=NC(=C2)N(C([2H])([2H])[2H])C2CC2)C=2C(=C(C=CC2C)O)C